CC(C)C=1C(=CC(=C(C1)C1=C(C(=NO1)C(=O)N)C1=CC=C(C=C1)CN1CCOCC1)OCC1=CC=CC=C1)OCC1=CC=CC=C1 5-[5-(1-methylethyl)-2,4-bis(phenylmethoxy)phenyl]-4-[4-(4-morpholinylmethyl)phenyl]-3-isoxazolecarboxamide